P(=O)(OC1=C(C=CC=C1)C(C)(C)C)(OC1=C(C=CC=C1)C(C)(C)C)OC1=C(C=CC=C1)C(C)(C)C tri(2-tertiarybutylphenyl) phosphate